C(C)(C)C1CC2(CCC(O2)OCCOC2OC3(CC2)CC(CC3)C(C)C)CC1 1,2-bis((7-isopropyl-1-oxaspiro[4.4]non-2-yl)oxy)ethane